C12N(CC(NC1)CC2)C=2C(=C1CN(C(C1=CC2F)=O)C2C(NC(CC2)=O)=O)F 3-(5-(2,5-diazabicyclo[2.2.2]octan-2-yl)-4,6-difluoro-1-oxoisoindolin-2-yl)piperidine-2,6-dione